C(#N)C1=NN2C(N(C3=C(C2=O)CN(C3=O)[C@H](COC)C)CC(=O)NC3=NC=C(C=C3)F)=C1 2-{2-cyano-6-[(2S)-1-methoxypropan-2-yl]-5,8-dioxo-5,6,7,8-tetrahydro-4H-pyrazolo[1,5-a]pyrrolo[3,4-d]pyrimidin-4-yl}-N-(5-fluoropyridin-2-yl)acetamide